phenyl N-[(1S)-1-[(2S,4R)-2-[(4-ethynylphenyl)methylcarbamoyl]-4-hydroxy-pyrrolidine-1-carbonyl]-2,2-dimethyl-propyl]carbamate C(#C)C1=CC=C(C=C1)CNC(=O)[C@H]1N(C[C@@H](C1)O)C(=O)[C@H](C(C)(C)C)NC(OC1=CC=CC=C1)=O